(1R,4R,7R)-2-{2-[1-(Cyclopropylmethyl)-1H-pyrrolo[2,3-b]pyridin-2-yl]-7-methoxy-1-methyl-1H-1,3-benzodiazole-5-carbonyl}-N,N-dimethyl-2-azabicyclo[2.2.1]heptan-7-amine C1(CC1)CN1C(=CC=2C1=NC=CC2)C2=NC1=C(N2C)C(=CC(=C1)C(=O)N1[C@@H]2CC[C@H](C1)[C@H]2N(C)C)OC